FC(F)(F)C1=NN2C(N=CC=C2)=N1 (trifluoromethyl)-[1,2,4]triazolo[1,5-a]pyrimidine